N1(N=NC=C1)C1=CC=C(C(=O)O)C=C1 4-(1H-1,2,3-triazole-1-yl)benzoic acid